Cl.N1=CC=C(C2=CC=CC=C12)NCCC#CC1=C(OC=C1)C=NO (4-(quinolin-4-ylamino)but-1-yn-1-yl)furan-2-carbaldehyde Oxime Hydrochloride